1-(4-(5-amino-6-((1-(1-methylpiperidin-4-yl)-1H-pyrazol-4-yl)oxy)pyrazin-2-yl)-2,6-dimethylbenzyl)-3-methylurea NC=1N=CC(=NC1OC=1C=NN(C1)C1CCN(CC1)C)C1=CC(=C(CNC(=O)NC)C(=C1)C)C